C(C)(C)S(=O)C1=C(C=2C(=NC(=CC2C=2N(C=CN2)C)C=2SC=CN2)S1)N 2-(isopropylsulfinyl)-4-(1-methyl-1H-imidazol-2-yl)-6-(thiazol-2-yl)thieno[2,3-b]pyridin-3-amine